5-[[(6R)-2-(6-oxo-7-oxa-2,5-diazaspiro[3.4]octane-2-carbonyl)-2-azaspiro[3.4]octane-6-yl]methyl]-2-(trifluoromethyl)pyridine-4-carbonitrile O=C1NC2(CN(C2)C(=O)N2CC3(C2)C[C@@H](CC3)CC=3C(=CC(=NC3)C(F)(F)F)C#N)CO1